CNC=1N=CC(=C2C=C(N=CC12)NC(=O)C1CC1)C#CC1=CC=C(C=C1)N1C[C@H](OCC1)C (R)-N-(8-(methylamino)-5-((4-(2-methylmorpholino)phenyl)ethynyl)-2,7-naphthyridin-3-yl)cyclopropanecarboxamide